C(C(=O)O)(=O)O.C1N(CC12CNC2)C(=O)OC(C)(C)C tert-butyl 2,6-diazaspiro[3.3]heptane-2-carboxylate oxalate